Cl.FC1=CC=C(C=C1)C1=NC(=NO1)C1=CC=C(C2=CC=CC=C12)CN1CC(C1)C(=O)O 1-((4-(5-(4-fluorophenyl)-1,2,4-oxadiazol-3-yl)naphthalen-1-yl)methyl)azetidine-3-carboxylic acid hydrochloride